C1(CCC1)OC1=CC=C(C=C1)[C@@](C=1C=C(C=NC1)C1=NOC(=N1)C1CCN(CC1)C(C)=O)(O)C1(CN(C1)C)C 1-[4-(3-{5-[(R)-(4-cyclobutoxy-phenyl)-(1,3-dimethyl-azetidin-3-yl)-hydroxy-methyl]-pyridin-3-yl}-[1,2,4]Oxadiazol-5-yl)-piperidin-1-yl]-ethanone